6-(5-chloro-2-fluorophenyl)-N-[(2,4-dimethoxyphenyl)methyl]-4-methylphthalazin-1-amine ClC=1C=CC(=C(C1)C=1C=C2C(=NN=C(C2=CC1)NCC1=C(C=C(C=C1)OC)OC)C)F